C(C)(=O)OCC(CC1=C(N(C2=CC=C(C=C12)Br)CC)C=1C(=NC=CC1)[C@H](C)OC)(C)C (S)-3-(5-bromo-1-ethyl-2-(2-(1-methoxyethyl) pyridin-3-yl)-1H-indol-3-yl)-2,2-dimethylpropyl acetate